FC(OC=1C=CC2=C(N(C(=N2)NC(CC(C(F)(F)F)(C)C)=O)C2(CCC2)C)C1)F N-(6-(difluoromethoxy)-1-(1-methylcyclobutyl)-1H-benzo[d]imidazol-2-yl)-4,4,4-trifluoro-3,3-dimethylbutanamide